N-((3-aminocyclopentyl)methyl)-6-morpholinopyrimidin-4-amine NC1CC(CC1)CNC1=NC=NC(=C1)N1CCOCC1